FC=1C=C(CCC2=C(C3=C(COCC3)S2)C(=O)N[C@@H](C)C2=CC=C(C(=O)O)C=C2)C=CC1 (S)-4-(1-(2-(3-fluorophenethyl)-5,7-dihydro-4H-thieno[2,3-c]pyran-3-carboxamido)ethyl)benzoic acid